(2-Cyano-3-fluorophenyl)carbamic acid methyl ester COC(NC1=C(C(=CC=C1)F)C#N)=O